FC1=C(C2=C(OCCO2)C=C1NC1=NC(=CC(=N1)C)NC)C=1CCC(N(CC1)C(=O)OC(C)(C)C)C tert-butyl 5-[6-fluoro-7-[[4-methyl-6-(methylamino)pyrimidin-2-yl]amino]-2,3-dihydro-1,4-benzodioxin-5-yl]-2-methyl-2,3,4,7-tetrahydroazepine-1-carboxylate